N-(methyl)guanosine CNC=1NC(C=2N=CN([C@H]3[C@H](O)[C@H](O)[C@@H](CO)O3)C2N1)=O